carbonyl-dicaprolactam C(=O)(C1CCCCC(=O)N1)C1CCCCC(=O)N1